2,7-dithia-1,8-octanediol C(SCCCCSCO)O